FC12C(C(C3(C(C(C(C(C3(C2(C(C(C(C1(F)F)(F)F)(F)F)(F)F)F)F)(F)F)(F)F)(F)F)(F)F)F)(F)F)(F)F tetracosafluoro-tetradecahydrophenanthrene